C(C1=CC=CC=C1)N1C(CCC1CO[Si](C1=CC=CC=C1)(C1=CC=CC=C1)C(C)(C)C)CN(C(OC(C)(C)C)=O)C tert-butyl ((1-benzyl-5-(((tert-butyldiphenylsilyl)oxy)methyl)pyrrolidin-2-yl)methyl)(methyl)carbamate